tert-butyl 1-oxa-9-azadispiro[2.0.34.43]undecane-9-carboxylate O1CC12C1(CCC1)CN(CC2)C(=O)OC(C)(C)C